CC(CC#CCCCCCCCCCCC)O methyl-3-pentadecyne-1-ol